3-hydroxy-5-(2-methyl-6-{1-methyl-5-[(oxetan-2-yloxy)methyl]-1H-1,2,3-triazol-4-yl}pyridin-3-yl)piperidine-1-carboxylic acid tert-butyl ester C(C)(C)(C)OC(=O)N1CC(CC(C1)C=1C(=NC(=CC1)C=1N=NN(C1COC1OCC1)C)C)O